4-[7-(1-Cyano-1-methyl-ethyl)imidazo[1,2-a]pyridin-3-yl]-N-cyclopropyl-2-(difluoromethoxy)-6-methoxy-N-methyl-benzamide C(#N)C(C)(C)C1=CC=2N(C=C1)C(=CN2)C2=CC(=C(C(=O)N(C)C1CC1)C(=C2)OC)OC(F)F